CC(C[C@H]1[C@@H](C[C@H]2N(CCC3=CC(=C(C=C23)OC)OC[C@@H](C(F)(F)F)O)C1)O)(C)C (2R,3R,11bR)-3-(2,2-Dimethylpropyl)-10-methoxy-9-[(2S)-3,3,3-trifluoro-2-hydroxypropoxy]-1H,2H,3H,4H,6H,7H,11bH-pyrido[2,1-a]isochinolin-2-ol